CN([C@@H]1C(C[C@H](CC1)NC1=NC2=C(C=C(C=C2C=N1)C=1C=CC(=NC1)NS(=O)(=O)CCC(C)(F)F)C(C)C)F)C N-(5-(2-(((1S,4S)-4-(dimethylamino)-3-fluorocyclohexyl)amino)-8-isopropyl-quinazolin-6-yl)pyridin-2-yl)-3,3-difluorobutane-1-sulfonamide